4-(1-(2-Chloro-4-((4-ethylpiperazin-1-yl)methyl)phenyl)-1H-pyrazol-4-yl)-2-((1-((1-methyl-1H-imidazol-4-yl)sulfonyl)piperidin-4-yl)amino)pyrimidine-5-carbonitrile ClC1=C(C=CC(=C1)CN1CCN(CC1)CC)N1N=CC(=C1)C1=NC(=NC=C1C#N)NC1CCN(CC1)S(=O)(=O)C=1N=CN(C1)C